(R)-2-(tert-butyl-dimethyl-silanyloxymethyl)-4-(6-(2,5-dimethyl-pyrrol-1-yl)-4-methylPhenyl-pyridin-3-yl)-piperazine-1-carboxylic acid tert-butyl ester C(C)(C)(C)OC(=O)N1[C@H](CN(CC1)C=1C(=NC=CC1)C1=CC=C(C=C1N1C(=CC=C1C)C)C)C(O[SiH2]C(C)(C)C)(C)C